4-(5-(3,5-dichlorophenyl)-5-(trifluoromethyl)-4,5-dihydroisoxazol-3-yl)-N-((3,4-dichlorophenyl)sulfinyl)-2-methylbenzamide ClC=1C=C(C=C(C1)Cl)C1(CC(=NO1)C1=CC(=C(C(=O)NS(=O)C2=CC(=C(C=C2)Cl)Cl)C=C1)C)C(F)(F)F